N-(2,2-difluoroethyl)-5-fluoro-2-(6-{1-[(3R)-6-[4-(2-hydroxyethyl)piperazin-1-yl]-2-methylhexan-3-yl]azetidin-3-yl}-3-methyl-imidazo[1,5-a]pyridin-8-yl)-N-(isopropyl)benzamide FC(CN(C(C1=C(C=CC(=C1)F)C=1C=2N(C=C(C1)C1CN(C1)[C@@H](C(C)C)CCCN1CCN(CC1)CCO)C(=NC2)C)=O)C(C)C)F